CC1=CC(=NN1)NC1=CN=C2C(=N1)N(C(N2)=C=O)C2CC1CCC(C2)N1CCC#N 3-((3-exo)-3-(6-((5-methyl-1H-pyrazol-3-yl)amino)-2-carbonyl-2,3-dihydro-1H-imidazo[4,5-b]pyrazin-1-yl)-8-azabicyclo[3.2.1]oct-8-yl)propionitrile